CN1N=CC(=N1)C1=CC=2C(=NC=C(C2)C(=O)NC=2C(=NC=C(C2)NC(CN2[C@H](CCC2)C)=O)C)N1 (S)-2-(2-methyl-2H-1,2,3-triazol-4-yl)-N-(2-methyl-5-(2-(2-methylpyrrolidin-1-yl)acetamido)pyridin-3-yl)-1H-pyrrolo[2,3-b]pyridine-5-carboxamide